ClC=1C=NC(=NC1)OC=1C(=NC(=NC1)C(F)(F)F)C1=CC=C(C=C1)C(F)(F)F 5-(5-chloropyrimidin-2-yl)oxy-2-(trifluoromethyl)-4-[4-(trifluoromethyl)phenyl]-pyrimidine